CN(C(=O)[C@H]1N(C(OC1)=O)C1=NC(=CC(=C1)C(F)(F)F)C)C1=CC=CC(=N1)NC(OC(C)(C)C)=O (S)-tert-butyl (6-(N-methyl-3-(6-methyl-4-(trifluoromethyl)pyridin-2-yl)-2-oxooxazolidine-4-carboxamido)pyridin-2-yl)carbamate